1,4-bis(octadecyloxy)-1,4-dioxobutane C(CCCCCCCCCCCCCCCCC)OC(CCC(=O)OCCCCCCCCCCCCCCCCCC)=O